ethyl 4-((5-((7-(4-fluoro-2-isopropoxyphenyl)quinazolin-2-yl)amino)-2-methylphenyl)carbamoyl)benzoate FC1=CC(=C(C=C1)C1=CC=C2C=NC(=NC2=C1)NC=1C=CC(=C(C1)NC(=O)C1=CC=C(C(=O)OCC)C=C1)C)OC(C)C